NC[C@H](F)C=1C=CC(=NC1)C1=C(C=C(C#N)C=C1)OC=1N(N=C(C1)N(CC)CC)C 4-[5-[(1R)-2-amino-1-fluoroethyl]pyridin-2-yl]-3-[5-(diethylamino)-2-methylpyrazol-3-yl]oxybenzonitrile